3-(pyridin-2-yldisulfanyl)propan-1-ol N1=C(C=CC=C1)SSCCCO